C[C@@H]1O[C@H](CN(C1)C=1C=C2C(=CC=NC2=CC1)C(=O)O)C 6-((2S,6S)-2,6-dimethylmorpholino)quinoline-4-carboxylic acid